(1s,4s)-N-(3-methoxy-4-methylphenyl)-4-(5-methyl-2-oxo-7-(4,4,5,5-tetramethyl-1,3,2-dioxaborolan-2-yl)-1,2-dihydroquinazolin-3(4H)-yl)cyclohexanecarboxamide COC=1C=C(C=CC1C)NC(=O)C1CCC(CC1)N1C(NC2=CC(=CC(=C2C1)C)B1OC(C(O1)(C)C)(C)C)=O